ClC1=CC(=C(C=C1)[C@@H](O)[C@H]1O[C@H]([C@H]2[C@@H]1OC(O2)(C)C)N2C=CC1=C2N=CN=C1Cl)CO (R)-[4-chloro-2-(hydroxymethyl)phenyl]-[(3aR,4R,6R,6aR)-4-(4-chloropyrrolo[2,3-d]pyrimidin-7-yl)-2,2-dimethyl-3a,4,6,6a-tetrahydrofuro[3,4-d][1,3]dioxol-6-yl]methanol